CN1CC=2N(CC1)N=CC2C=2C=C1C(=NC2)NC=C1C=1C=C2C(=NC=NC2=CC1)N1CCN(CC1)C 6-(5-(5-methyl-4,5,6,7-tetrahydropyrazolo[1,5-a]pyrazin-3-yl)-1H-pyrrolo[2,3-b]pyridin-3-yl)-4-(4-methylpiperazin-1-yl)quinazoline